myristoleic acid anhydride C(CCCCCCC\C=C/CCCC)(=O)OC(CCCCCCC\C=C/CCCC)=O